NC(CC[Si](OCC)(OCC)OCC)C 3-aminobutyltriethoxysilane